(R) or (S)-4-(3-{5-[(R)-(1,3-Dimethyl-azetidin-3-yl)-hydroxy-(4-isopropyl-phenyl)-methyl]-pyridin-3-yl}-[1,2,4]oxadiazol-5-yl)-1,4-dimethyl-pyrrolidin-2-one CN1CC(C1)(C)[C@@](C=1C=C(C=NC1)C1=NOC(=N1)[C@@]1(CC(N(C1)C)=O)C)(C1=CC=C(C=C1)C(C)C)O |o1:18|